C(C)OC(=O)[C@H]1C2CCC([C@@H]1NC1=NC(=NN3C1=CC=C3C3CC3)C3=CN(C1=NC=C(C=C13)F)S(=O)(=O)C1=CC=C(C)C=C1)CC2 (1R,2S,3S,4R)-ethyl-3-((7-cyclopropyl-2-(5-fluoro-1-tosyl-1H-pyrrolo[2,3-b]pyridin-3-yl)pyrrolo[2,1-f][1,2,4]triazin-4-yl)amino)bicyclo[2.2.2]octane-2-carboxylate